3-(tert-butyl)-9H-carbazole-5,6,7,8-d4 C(C)(C)(C)C=1C=CC=2NC3=C(C(=C(C(=C3C2C1)[2H])[2H])[2H])[2H]